(S)-N-(2-amino-1-(3-chlorophenyl)ethyl)-1-(2-(benzo[d][1,3]dioxol-5-ylamino)-5-methylpyrimidin-4-yl)-1H-imidazole-4-amide NC[C@H](C1=CC(=CC=C1)Cl)NC(=O)C=1N=CN(C1)C1=NC(=NC=C1C)NC1=CC2=C(OCO2)C=C1